(S)-2-amino-N-(4-(N-tert-butylsulfamoyl)phenyl)-3-phenylpropanamide N[C@H](C(=O)NC1=CC=C(C=C1)S(NC(C)(C)C)(=O)=O)CC1=CC=CC=C1